NC1=NNC2=C(C=C(C=C12)C1=CC(=NC=C1)NC=1C(=NOC1C)C)C#CC(C)(C)C (4-(3-amino-7-(3,3-dimethylbut-1-yn-1-yl)-1H-indazol-5-yl)pyridin-2-yl)-3,5-dimethylisoxazol-4-amine